7-chloro-3-(2-chloro-3-(pyrimidine-2-ylamino)phenyl)pteridine-2,4(1H,3H)-dione ClC1=CN=C2C(N(C(NC2=N1)=O)C1=C(C(=CC=C1)NC1=NC=CC=N1)Cl)=O